3-((3-(2-(diisopropyl-amino)ethyl)-1H-indol-4-yl)oxy)-3-oxopropanoic acid C(C)(C)N(CCC1=CNC2=CC=CC(=C12)OC(CC(=O)O)=O)C(C)C